2-Amino-N-(2-aminopyrimidin-5-yl)-2-(4,4-difluorocyclohexyl)acetamide NC(C(=O)NC=1C=NC(=NC1)N)C1CCC(CC1)(F)F